ClC1=CC(=C(C2=C1OCC(CO2)CN(C)C)C)C(=O)O 9-chloro-3-((dimethylamino)methyl)-6-methyl-3,4-dihydro-2H-benzo[b][1,4]dioxaepine-7-carboxylic acid